FC(C(F)(F)OC(C=C)=O)CC(F)(F)F hexafluorobutylacrylate